C(C)(C)(C)OC(=O)C(CC(CBr)(C)C)N 2-(tert-butyloxycarbonyl-aminoethyl)isobutylbromide